8-Boc-3,8-diaza-bicyclo[3.2.1]Octane C(=O)(OC(C)(C)C)N1C2CNCC1CC2